(1S,10R,18E)-12-methyl-10-[(7-methyl-1H-indazol-5-yl)methyl]-16-oxa-9,12,22,24-tetrazapentacyclo[18.5.2.11,4.13,7.023,26]nonacosa-3,5,7(28),18,20(27),21,23(26)-heptaene-8,11,25-trione CN1C([C@H](NC(C=2C=CC3=C(C[C@@]4(C(NC=5N=CC(/C=C/COCCC1)=CC45)=O)C3)C2)=O)CC=2C=C3C=NNC3=C(C2)C)=O